ethylene oxydiacrylate O1C=CC(=O)OCCOC(C=C1)=O